dichloro(cyclooctane-1,5-diene) platinum (ii) [Pt+2].ClC1=C(CCC=CCC1)Cl